cis-3-benzyl-8-(dimethylamino)-1-(2-methoxybenzyl)-8-phenyl-1,3-diazaspiro[4.5]decan-2-one C(C1=CC=CC=C1)N1C(N(C2(C1)CCC(CC2)(C2=CC=CC=C2)N(C)C)CC2=C(C=CC=C2)OC)=O